BrC1=CC=C2C=3C=CC(=CC3CC2=C1)C=1C(=NN(N1)COCC[Si](C)(C)C)C(=O)OCC ethyl 5-(7-bromo-9H-fluoren-2-yl)-2-((2-(trimethylsilyl)ethoxy)methyl)-2H-1,2,3-triazole-4-carboxylate